9-methoxyimidazo[1,2-a]quinoline-4-carboxamide COC=1C=CC=C2C=C(C=3N(C12)C=CN3)C(=O)N